FC1=CC=C(C=C1)C1=NC(=CC(=C1)N1C(C(C1)C)=O)OC1[C@@H]2CN(C[C@H]12)C(=O)C1=CC(=NN1C)C=1N=CSC1 (2-(4-fluorophenyl)-6-(((1R,5S,6s)-3-(1-methyl-3-(thiazol-4-yl)-1H-pyrazole-5-carbonyl)-3-azabicyclo[3.1.0]hexan-6-yl)oxy)pyridin-4-yl)-3-methylazetidin-2-one